C(C1=CC=CC=C1)N1CCC(CC1)(C(=O)OC)CC(=O)N(C1=C(C=CC=C1)F)C1CC(CCC1)(F)F methyl 1-benzyl-4-[2-(N-(3,3-difluorocyclohexyl)-2-fluoro-anilino)-2-oxo-ethyl]piperidine-4-carboxylate